2-((3-(4-(difluoro(pyridin-2-yl)methyl)phenyl)-1,2,4-oxadiazol-5-yl)methyl)acrylic acid FC(C1=CC=C(C=C1)C1=NOC(=N1)CC(C(=O)O)=C)(C1=NC=CC=C1)F